6-(2-aminophenyl)-2-(3-fluorophenoxymethyl)imidazo[1,2-a]pyrimidine NC1=C(C=CC=C1)C=1C=NC=2N(C1)C=C(N2)COC2=CC(=CC=C2)F